FC(C1=CC(=NC=C1)CC(=O)NC1=NNC(=C1)[C@@H]1C[C@@H](CC1)N(C([O-])=O)C1(CC1)C)F (1R,3S)-3-[3-({[4-(difluoromethyl)pyridin-2-yl]acetyl}amino)-1H-pyrazol-5-yl]cyclopentyl(1-methylcyclopropyl)carbamate